3-bromo-2-chloro-5-hydroxypyridine BrC=1C(=NC=C(C1)O)Cl